(E)-2-hydroxy-5-styrylbenzoic acid OC1=C(C(=O)O)C=C(C=C1)\C=C\C1=CC=CC=C1